C(#N)C1=CC=C(C=C1)S(=O)(=O)NCC(=O)N 2-(4-cyanophenylsulfonylamino)acetamide